FC(C(F)(F)OC(F)F)(C(F)(F)F)F difluoromethyl heptafluoropropyl ether